7-fluoro-N-[(3S,4S)-1-(imidazo[1,5-a]pyridine-8-carbonyl)-4-phenyl-3-piperidyl]-4-methoxy-1H-indole-2-carboxamide FC=1C=CC(=C2C=C(NC12)C(=O)N[C@@H]1CN(CC[C@H]1C1=CC=CC=C1)C(=O)C=1C=2N(C=CC1)C=NC2)OC